C(C)N1C[C@@H](C[C@H](C1)F)NC1=NN=C(C2=CC=CC=C12)C1=CC=C(C=C1)OC N-((3R,5R)-1-ethyl-5-fluoropiperidin-3-yl)-4-(4-methoxyphenyl)phthalazin-1-amine